methyl 6-methyl-4-(piperidin-4-ylethynyl)picolinate CC1=CC(=CC(=N1)C(=O)OC)C#CC1CCNCC1